FC1(CCN(CC1)C1=CC=C(C=N1)S(=O)(=O)N1CCC2(CCCN(C2)CCC(C)C)CC1)F 9-((6-(4,4-Difluoropiperidin-1-yl)pyridin-3-yl)sulfonyl)-2-isopentyl-2,9-diazaspiro[5.5]undecane